1,2,3,4-tetrahydroisoquinoline-3,7-dicarboxamide C1NC(CC2=CC=C(C=C12)C(=O)N)C(=O)N